NC=1N=C(C2=C(N1)N(C=C2)[C@H]2[C@@H]([C@@H]([C@H](O2)CO[P@](=O)(OC2=CC=CC=C2)N[C@@H](C)C(=O)OC(C)C)O)O)NO Isopropyl ((S)-(((2R,3S,4R,5R)-5-(2-amino-4-(hydroxyamino)-7H-pyrrolo[2,3-d]pyrimidin-7-yl)-3,4-dihydroxytetrahydrofuran-2-yl)methoxy)(phenoxy)phosphoryl)-L-alaninate